ClC1=CC=C(C(=O)NC2N(C(N(S2)CC2=CC=C(C=C2)Cl)=O)COC(CC(CC)C)=O)C=C1 1-{[5-(4-chlorobenzamido)-2-[(4-chlorophenyl)methyl]-3-oxo-1,2,4-thiadiazolidin-4-yl]methoxy}-3-methyl-1-oxopentan